1-(2,2-dimethylchroman-7-yl)ethan-1-one CC1(OC2=CC(=CC=C2CC1)C(C)=O)C